P(=O)(O)(O)O[C@H]1C[C@@H](O[C@@H]1COP(=O)(O)O)N1C=NC=2C(NC)=NC=NC12 N6-methyl-2'-deoxyadenosine-3',5'-diphosphate